C(C)C1=CC=C2C(=NC=NC2=C1)N1CCC(CC1)CCP(O)(O)=O (2-(1-(7-ethylquinazolin-4-yl)piperidin-4-yl)ethyl)phosphonic acid